COC(=O)C=1C=C2C(=CC=NC2=CC1Br)OC1=CC=C(C=C1)NC(=O)C1(CC1)C(NC1=CC=C(C=C1)F)=O 7-bromo-4-(4-(1-((4-fluorophenyl)carbamoyl)cyclopropane-1-carboxamido)phenoxy)quinoline-6-carboxylic acid methyl ester